F[C@@H]1C[C@@H](N(C1)C1CCN(CC1)C1CC2(C1)CN(CC2)C(=O)OCC)CO ethyl cis-2-[4-[(2R,4R)-4-fluoro-2-(hydroxymethyl)-1-pyrrolidinyl]-1-piperidinyl]-6-azaspiro[3.4]octane-6-carboxylate